COC(\C=C\C1=CC2=C(C3=C(N(C=C13)C1=CC=C(C=C1)OC)CC(=O)OC)C=CC(=C2)OC(=O)C=2C(=CC=CC2)C)=O (E)-3-(1-(2-methoxy-2-oxoethyl)-2-(4-methoxyphenyl)-7-(toluoyloxy)-2H-benzo[E]Isoindol-4-yl)acrylic acid methyl ester